N-(2-((5-chloro-2-(imidazo[1,2-a]pyridin-6-ylamino)pyrimidin-4-yl)amino)phenyl)methylsulfonamide ClC=1C(=NC(=NC1)NC=1C=CC=2N(C1)C=CN2)NC2=C(C=CC=C2)CNS(=O)=O